3-[6-(1-benzyl-3,6-dihydro-2H-pyridin-4-yl)benzofuran-3-yl]piperidine-2,6-dione C(C1=CC=CC=C1)N1CCC(=CC1)C1=CC2=C(C(=CO2)C2C(NC(CC2)=O)=O)C=C1